N-(4-(methoxy)phenyl)naphthalene-2-amine COC1=CC=C(C=C1)NC1=CC2=CC=CC=C2C=C1